6-(tert-butyl) 8-ethyl 2-((S)-2,2-dimethylcyclopropane-1-carbonyl)-2,6-diazaspiro[3.4]octane-6,8-dicarboxylate CC1([C@H](C1)C(=O)N1CC2(C1)CN(CC2C(=O)OCC)C(=O)OC(C)(C)C)C